FC=1C=C(C2=C(C(CO2)O)C1)F 5,7-Difluoro-2,3-dihydro-1-benzofuran-3-ol